3,3-dimethyl-1-(4-(trimethylammonio)butyl)-3H-indol-1-ium 2,2,2-trifluoroacetate FC(C(=O)[O-])(F)F.CC1(C=[N+](C2=CC=CC=C12)CCCC[N+](C)(C)C)C.FC(C(=O)[O-])(F)F